C(C)(C)(C)OC(N[C@H](C(=O)NC1=CC(=C(C=C1)SCC1=CC=CC=C1)OC)CC1CCOCC1)=O (S)-(1-((4-(benzylthio)-3-methoxyphenyl)amino)-1-oxo-3-(tetrahydro-2H-pyran-4-yl)propan-2-yl)carbamic acid tert-butyl ester